3H-spiro[indolizine-2,4'-piperidin]-7(1H)-one N1CCC2(CC1)CC1=CC(C=CN1C2)=O